BrC1=C(C=CC(=C1)I)N(C([O-])=O)C N-(2-bromo-4-iodo-phenyl)-N-methylcarbamate